FC=1C=C(OCC=2C=CC(=C(C2)NC(=O)C2NCCC2)OC)C=CC1 N-[5-[(3-fluorophenoxy)methyl]-2-methoxyphenyl]-2-pyrrolidinecarboxamide